2-((1s,4s)-4-((1H-pyrazolo[3,4-b]pyridin-5-yl)oxy)-2'-oxospiro[cyclohexane-1,3'-pyrrolo[3,2-b]pyridin]-1'(2'H)-yl)acetic acid N1N=CC=2C1=NC=C(C2)OC2CCC1(C(N(C=3C1=NC=CC3)CC(=O)O)=O)CC2